NC=1C(=NC=C(N1)N1CCC2([C@@H]([C@@H](OC2)C)N)CC1)SC1=C(C(=NC=C1)P(C)(C)=O)Cl (4-((3-amino-5-((3S,4S)-4-amino-3-methyl-2-oxa-8-azaspiro[4.5]decan-8-yl)pyrazin-2-yl)thio)-3-chloropyridin-2-yl)dimethylphosphine oxide